diethyl meso-2,5-dibromoadipate CCOC(=O)[C@@H](CC[C@@H](C(=O)OCC)Br)Br